C(C)(C)N1N=C(C(=C1C)CC1=CC=C(C=C1)SC)[C@H]1[C@H](O)[C@@H](O)[C@H](O)[C@H](O1)COC(=O)OC 1-isopropyl-3-(6-O-methoxycarbonyl-β-D-glucopyranosyl)-5-methyl-4-[(4-methylthiophenyl)methyl]pyrazole